N-[2-(4-formylcyclohexyl)-6-(1-hydroxy-1-methyl-ethyl)indazol-5-yl]thiazole-5-carboxamide C(=O)C1CCC(CC1)N1N=C2C=C(C(=CC2=C1)NC(=O)C1=CN=CS1)C(C)(C)O